Cl.Cl.N1(CCCC1)CCCCSC=1NCCN1 2-((4-(pyrrolidin-1-yl)butyl)thio)-4,5-dihydro-1H-imidazole dihydrochloride